CN1N=NC2=C1C=CC(=C2C)[C@H](CC(=O)OCC)C2=CC(=C(C=C2)C)CN2C[C@@](OC1=C(C2)N=C(C=C1)O)(C)CC Ethyl (R)-3-(1,4-dimethyl-1H-benzo[d][1,2,3]triazol-5-yl)-3-(3-(((R)-2-ethyl-7-hydroxy-2-methyl-2,3-dihydropyrido[2,3-f][1,4]oxazepin-4(5H)-yl)methyl)-4-methylphenyl)propanoate